methyl (S)-2-((7-chloro-2-(4-(ethyl(methyl)carbamoyl)-2-fluoro-phenyl)imidazo[1,2-a]pyridin-3-yl)methyl)morpholine-4-carboxylate ClC1=CC=2N(C=C1)C(=C(N2)C2=C(C=C(C=C2)C(N(C)CC)=O)F)C[C@H]2CN(CCO2)C(=O)OC